FC1=C(C(=C(C2=C1OCC(N2CC#C)=O)F)C2=C(C(=C(C(=C2F)F)O)F)F)F trifluoro-4-(prop-2-yn-1-yl)-6-(2,3,5,6-tetrafluoro-4-hydroxyphenyl)-2H-benzo[b][1,4]oxazin-3(4H)-one